(E)-1,1,1,3,5,5,5-Heptafluoro-2-methyl-pent-2-ene FC(\C(=C(/CC(F)(F)F)\F)\C)(F)F